C(CCCCCCCCC)C(C(=O)[O-])CCCCCCCCCCCC 2-decyltetradecanoate